FC1=CC=C(C=C1)C1=C(C=C2C(=N1)C=CN2C[C@H]2CNCCO2)C2=CC=C(C#N)C=C2 4-[5-(4-fluorophenyl)-1-[[(2R)-morpholin-2-yl]methyl]pyrrolo[3,2-b]pyridin-6-yl]benzonitrile